C(C)(C)(C)OC(C[C@H](NC([C@@H](NC(OCC1=CC=CC=C1)=O)CC1=CC2=CC=CC=C2C=C1)=O)C(N[C@@H](CCC(=O)OC(C)(C)C)C(NC1=CC(=CC=C1)C(F)(F)F)=O)=O)=O tert-Butyl (5S,8S,11S)-8-(2-(tert-butoxy)-2-oxoethyl)-5-(naphthalen-2-ylmethyl)-3,6,9-trioxo-1-phenyl-11-((3-(trifluoromethyl)phenyl)carbamoyl)-2-oxa-4,7,10-triazatetradecan-14-oate